FC1([C@@H](CC1)N1C=C(C(=CC1=O)NC1[C@@H]2CN(C[C@H]12)C)C(=O)N[C@H](C)C1=CC(=CC=C1)C(F)(F)F)F 1-((R)-2,2-difluorocyclobutyl)-4-(((1R,5s,6s)-3-methyl-3-azabicyclo[3.1.0]hex-6-yl)amino)-6-oxo-N-((R)-1-(3-(trifluoromethyl)phenyl)ethyl)-1,6-dihydropyridine-3-carboxamide